C(CCCCCC(C)(C)C)(=O)[O-].[Sn+2].C(CCCCCC(C)(C)C)(=O)[O-] tin(II) neodecanoate